ClC=1C(=CC(=C(CNC(C(=O)O)(CO)C)C1)OCCN1C[C@@H](CC1)O)OCC1=C(C(=CC=C1)C1=CC2=C(OCCO2)C=C1)C ((5-Chloro-4-((3-(2,3-dihydrobenzo[b][1,4]dioxin-6-yl)2-methylbenzyl)oxy)-2-(2-((R)-3-hydroxypyrrolidin-1-yl)ethoxy)benzyl)amino)-3-hydroxy-2-methylpropanoic acid